OC1=C(C=CC=C1)NC(=O)C1=CC=C2C=CNC2=C1 N-(2-hydroxyphenyl)-1H-indole-6-carboxamide